C(C)OC1=C(C=CC(=C1)C1=NN=CN1C)NC=1N=CC2=C(N1)C(=NC(=C2)C)N2CC1(C2)CCOCC1 N-(2-ethoxy-4-(4-methyl-4H-1,2,4-triazol-3-yl)phenyl)-6-methyl-8-(7-oxa-2-azaspiro[3.5]nonan-2-yl)pyrido[3,4-d]pyrimidin-2-amine